(3R,4S)-3-((bis(methyl-d3)amino)methyl)-4-(3-methoxyphenyl)-1-(2-(2,4,5-trifluorophenyl)acetyl)piperidin-4-ylbenzoate C([2H])([2H])([2H])N(C([2H])([2H])[2H])C[C@@H]1CN(CC[C@]1(C1=CC(=CC=C1)OC)OC(C1=CC=CC=C1)=O)C(CC1=C(C=C(C(=C1)F)F)F)=O